3-(3-(3,4-Dihydroisoquinolin-2(1H)-yl)-2-hydroxypropyl)-4-methyl-1-(4-methylbenzyl)imidazolidin-2-one C1N(CCC2=CC=CC=C12)CC(CN1C(N(CC1C)CC1=CC=C(C=C1)C)=O)O